8-(4-(Bis(4-fluorophenyl)methyl)-3-(hydroxymethyl)piperazin-1-yl)-5-methyl-6-oxo-5,6-dihydro-1,5-naphthyridine-2-carbonitrile FC1=CC=C(C=C1)C(N1C(CN(CC1)C1=CC(N(C=2C=CC(=NC12)C#N)C)=O)CO)C1=CC=C(C=C1)F